OC1=C(C(=O)OCCCCCCCCCCCCCCCCCCCCC)C=CC=C1 heneicosyl o-hydroxybenzoate